6-(3-(Aminomethyl)phenyl)-N-(2-chlorophenyl)imidazo[1,2-a]pyridine-3-carboxamide NCC=1C=C(C=CC1)C=1C=CC=2N(C1)C(=CN2)C(=O)NC2=C(C=CC=C2)Cl